BrC=1C=C(C(=C2C=CC=NC12)/N=C/N(C)C)C(=O)C=1C2=CN(N=C2C(=C(C1)F)Cl)C1OCCCC1 (E)-N'-[8-bromo-6-[7-chloro-6-fluoro-2-(oxan-2-yl)indazole-4-carbonyl]quinolin-5-yl]-N,N-dimethylmethanimidamide